lauric acid isopentyl ester C(CC(C)C)OC(CCCCCCCCCCC)=O